ClC1=C(C=C(OCCCN2C(=C(C(=C2C)S(=O)(=O)C2=C(C=CC=C2)OC)C)C(=O)O)C=C1C)C 1-(3-(4-Chloro-3,5-dimethylphenoxy)propyl)-4-((2-methoxyphenyl)sulfonyl)-3,5-dimethyl-1H-pyrrole-2-carboxylic acid